O=C1N(C2=CC=CC=C2C1)CC1CCNCC1 2-oxo-N-(piperidin-4-ylmethyl)indoline